4-methyl-3-(pentan-3-ylthio)aniline CC1=C(C=C(N)C=C1)SC(CC)CC